ClC1=C(C=CC=C1Cl)C1=CC=CC=C1 2,3-dichlorobiphenyl